allyl-3,5-dimethyl-1H-pyrazole C(C=C)N1N=C(C=C1C)C